CC=1C(=NC=C(N1)C)N1CCN(CC1)C(=O)C1=CC=C(C=C1)C1(C(NC(N1)=O)=O)C(C)C 5-[4-(3',5'-dimethyl-2,3,5,6-tetrahydro[1,2']bipyrazinyl-4-carbonyl)phenyl]-5-isopropylimidazolidine-2,4-dione